4-methyl-8-(1H-pyrazol-4-yl)-4-(pyrrolidin-1-yl)-1,3,4,5-tetrahydro-6H-pyrano[4,3-b]thieno[3,2-d]pyridin-6-one CC1(COCC2=C1NC(C1=C2C=C(S1)C=1C=NNC1)=O)N1CCCC1